9-((2R,4S,5R)-5-(((tert-butyldimethylsilyl)oxy)methyl)-4-((2-sulfido-1,3,2-dithiaphospholan-2-yl)oxy)tetrahydrofuran-2-yl)-2-hydroxy-1,9-dihydro-6H-purin-6-one [Si](C)(C)(C(C)(C)C)OC[C@@H]1[C@H](C[C@@H](O1)N1C=2N=C(NC(C2N=C1)=O)O)OP1(SCCS1)=S